FC=1C=C(C=NC1C(F)(F)F)C1CCC(CC1)N1CC2(CS(C2)(=O)=O)CC1 6-((1s,4s)-4-(5-fluoro-6-(trifluoromethyl)pyridin-3-yl)cyclohexyl)-2-thia-6-azaspiro[3.4]octane 2,2-dioxide